4'-(2-([4,5'-bipyrimidine]-2-yl)-2,4-dihydropyrazolo[3',4':3,4]cyclopenta[1,2-b]pyridin-7-yl)-N-(4-(chlorodifluoromethoxy)phenyl)-2'-oxospiro[cyclohexane-1,3'-indoline]-6'-carboxamide N1=C(N=C(C=C1)C=1C=NC=NC1)N1N=C2C(CC3=NC=C(C=C32)C3=C2C4(C(NC2=CC(=C3)C(=O)NC3=CC=C(C=C3)OC(F)(F)Cl)=O)CCCCC4)=C1